1-[6-[3-(3,4-difluorophenyl)-1H-pyrazol-4-yl]-1,5-naphthyridin-3-yl]-N,N-dimethyl-piperidin-4-amine FC=1C=C(C=CC1F)C1=NNC=C1C=1N=C2C=C(C=NC2=CC1)N1CCC(CC1)N(C)C